trimethyl-[2-[(5-methyl-2-trimethylstannyl-imidazol-1-yl)methoxy]ethyl]silane C[Si](CCOCN1C(=NC=C1C)[Sn](C)(C)C)(C)C